NC=1C(=C(C=C2C=C(N=CC12)NC(OC1CC(C1)(C)O)=O)C1=C(C2=C(OCCN2)N=C1)C)F (1s,3s)-3-Hydroxy-3-methylcyclobutyl (8-amino-7-fluoro-6-(8-methyl-2,3-dihydro-1H-pyrido[2,3-b][1,4]oxazin-7-yl)isoquinolin-3-yl)carbamate